C1(=CC=CC=C1)P(C1=C(C=CC=C1)C1=CC=CC=C1)C1=CC=CC=C1 2'-(diphenylphosphino)-[1,1'-biphenyl]